2-(6-{5-chloro-2-[(oxan-4-yl)amino]pyrimidin-4-yl}-1-oxo-2,3-dihydro-1H-isoindol-2-yl)-N-[(1S)-1-(2-fluoro-3-methoxyphenyl)-2-hydroxyethyl]-acetamide ClC=1C(=NC(=NC1)NC1CCOCC1)C1=CC=C2CN(C(C2=C1)=O)CC(=O)N[C@H](CO)C1=C(C(=CC=C1)OC)F